BrC1=CC2=CNN=C2C=C1 5-Bromo-2H-indazole